C1(CC1)C1N(C(C2=CC=CC=C2C1)=O)CC1=NC=CC(=C1)C cyclopropyl(4-methylpyridin-2-yl)methyl-3,4-dihydroisoquinolin-1(2H)-one